C(#N)C(C)(C)C1=NN=C(O1)C1=CC2=C(C(CC(C(N2CC2=CC=C(C=C2)C2=NC=C(C=C2)C(F)F)=O)NC(OC(C)(C)C)=O)(F)F)C=C1F tert-butyl N-[8-[5-(1-cyano-1-methyl-ethyl)-1,3,4-oxadiazol-2-yl]-1-[[4-[5-(difluoromethyl)-2-pyridyl]phenyl]methyl]-5,5,7-trifluoro-2-oxo-3,4-dihydro-1-benzazepin-3-yl]carbamate